N4-cyclobutyl-N2-(2-methoxy-4-(morpholinosulfonyl)phenyl)-5-(trifluoromethyl)-7H-pyrrolo[2,3-d]pyrimidine-2,4-diamine C1(CCC1)NC=1C2=C(N=C(N1)NC1=C(C=C(C=C1)S(=O)(=O)N1CCOCC1)OC)NC=C2C(F)(F)F